NC=1C=CC=2N(C3=CC=C(C=C3C2C1)N)CCCC 3,6-diamino-9-butyl-carbazole